C(C)(C)OC1=CN=CC(=N1)NC=1C(=NOC1C1=CC=C(C=C1)NC(=O)C1C(CCCC1)C(=O)OC)C methyl 2-((4-(4-((6-isopropoxypyrazin-2-yl)amino)-3-methylisoxazol-5-yl)phenyl)carbamoyl)cyclohexane-1-carboxylate